4-(4-amino-2-((cyclopropylmethyl)carbamoyl)benzamido)piperidine-1-carboxylic acid tert-butyl ester C(C)(C)(C)OC(=O)N1CCC(CC1)NC(C1=C(C=C(C=C1)N)C(NCC1CC1)=O)=O